11-chloro-2-(4-chlorophenoxy)-6H,7H,8H,9H,10H-cyclohepta[b]quinoline ClC1=C2C(=NC3=CC=C(C=C13)OC1=CC=C(C=C1)Cl)CCCCC2